tert-butyl (3R)-3-(2-methyl-4-nitro-phenyl)morpholine-4-carboxylate CC1=C(C=CC(=C1)[N+](=O)[O-])[C@H]1N(CCOC1)C(=O)OC(C)(C)C